C(C)(C)(C)OC(=O)C=1C=NNC1C(=O)OC(C)(C)C Pyrazole-4,5(1H)-dicarboxylic acid di-tert-butyl ester